N-(5-chloro-6-(methoxymethyl)pyridin-3-yl)-1,1-diphenylmethanimine ClC=1C=C(C=NC1COC)N=C(C1=CC=CC=C1)C1=CC=CC=C1